butanediamine furandicarboxylate monohydrate O.O1C(=C(C=C1)C(=O)O)C(=O)O.C(CCC)(N)N